Cl\C(\C(F)(F)F)=C(/C(F)(F)F)\Cl (E)-2,3-dichloro-hexafluoro-2-butene